C(CS)(=O)OC(CCC)OC(CS)=O butanediol bis(thioglycolate)